NCCCCCCBr 1-amino-6-bromohexane